FC=1C=C2C=C(NC2=CC1OCC1=CC=NO1)CNC(=O)N1CCC1 N-((5-fluoro-6-(isoxazol-5-ylmethoxy)-1H-indol-2-yl)methyl)azetidine-1-carboxamide